C(CCC)C1=C(C=C(C=C1)O)O 4-butyl-1,3-benzenediol